O-tert-butyl-N-{[(9H-fluoren-9-yl)methoxy]carbonyl}-L-serine C(C)(C)(C)OC[C@H](NC(=O)OCC1C2=CC=CC=C2C=2C=CC=CC12)C(=O)O